3-[4-(3-aminopropylamino)-1-oxo-isoindolin-2-yl]piperidine-2,6-dione NCCCNC1=C2CN(C(C2=CC=C1)=O)C1C(NC(CC1)=O)=O